NC1=C(C=C(N=N1)C1=C(C=CC=C1)O)N1CC2CCC(C1)N2C2=C(C=CC=C2)OCCN2CCNCC2 2-[6-amino-5-[8-[2-(2-piperazin-1-ylethoxy)phenyl]-3,8-diazabicyclo[3.2.1]octan-3-yl]pyridazin-3-yl]phenol